O1C2=C(OCC1)C=C(C=C2)[C@H](C)N (S)-1-(2,3-dihydrobenzo[b][1,4]dioxin-6-yl)ethanamine